4-cyano-4-(dodecylsulfonylthio)sulfonyl-pentanoic acid C(#N)C(CCC(=O)O)(C)S(=O)(=O)SS(=O)(=O)CCCCCCCCCCCC